N-(3-(triethoxysilyl)propyl)benzenesulfonamide tert-butyl-(3S)-3-([8-carbamoyl-6-[4-(hydroxymethyl)phenyl]pyrido[3,2-d]pyrimidin-4-yl]amino)piperidine-1-carboxylate C(C)(C)(C)OC(=O)N1C[C@H](CCC1)NC=1C2=C(N=CN1)C(=CC(=N2)C2=CC=C(C=C2)CO)C(N)=O.C(C)O[Si](CCCNS(=O)(=O)C2=CC=CC=C2)(OCC)OCC